(2S,5S)-5-(benzyloxy)-2-((difluoromethoxy)methyl)piperidine C(C1=CC=CC=C1)O[C@H]1CC[C@H](NC1)COC(F)F